(S)-3-fluoro-4-(4-((4-(3-hydroxypiperidin-1-yl)-5-(1-(tetrahydro-2H-pyran-4-yl)-1H-pyrazol-4-yl)pyridin-2-yl)amino)pyrimidin-2-yl)-5-methoxybenzaldehyde FC=1C=C(C=O)C=C(C1C1=NC=CC(=N1)NC1=NC=C(C(=C1)N1C[C@H](CCC1)O)C=1C=NN(C1)C1CCOCC1)OC